(R)-1-phenyl-7-(2-((tetrahydro-2H-pyran-4-yl)oxy)pyridin-4-yl)-2,3-dihydro-1H-benzo[d]pyrrolo[1,2-a]imidazole C1(=CC=CC=C1)[C@H]1CCC=2N1C1=C(N2)C=CC(=C1)C1=CC(=NC=C1)OC1CCOCC1